(R)-3-(5-(benzyloxy)-2-methylbenzofuran-3-carboxamido)pyrrolidine-1-carboxylic acid tert-butyl ester C(C)(C)(C)OC(=O)N1C[C@@H](CC1)NC(=O)C1=C(OC2=C1C=C(C=C2)OCC2=CC=CC=C2)C